(2R,3S,5S)-2-(((tert-butyldimethylsilyl)oxy)methyl)-5-(difluoromethyl)-3-(2,2,2-trifluoro-N-(4-methoxybenzyl)acetamido)pyrrolidine-1-carboxylic acid methyl ester COC(=O)N1[C@H]([C@H](C[C@H]1C(F)F)N(C(C(F)(F)F)=O)CC1=CC=C(C=C1)OC)CO[Si](C)(C)C(C)(C)C